(1R,3S)-3-[[5-fluoro-4-[3-(2-oxo-1-pyridyl)phenyl]pyrimidin-2-yl]amino]cyclohexanecarboxylic acid FC=1C(=NC(=NC1)N[C@@H]1C[C@@H](CCC1)C(=O)O)C1=CC(=CC=C1)N1C(C=CC=C1)=O